4-(5-(3,5-dichlorophenyl)-5-(trifluoromethyl)-4,5-dihydroisoxazol-3-yl)-N'-(4-methoxybenzoyl)-2-methylbenzoyl-hydrazine ClC=1C=C(C=C(C1)Cl)C1(CC(=NO1)C1=CC(=C(C(=O)NNC(C2=CC=C(C=C2)OC)=O)C=C1)C)C(F)(F)F